3-bromo-5-chloro-N1-methyl-benzene-1,2-diamine BrC1=C(C(=CC(=C1)Cl)NC)N